1-(piperidin-4-yl)-4-(trifluoromethyl)-1H-benzo[d]imidazol-2(3H)-one N1CCC(CC1)N1C(NC2=C1C=CC=C2C(F)(F)F)=O